COC(=O)C1CCN(CC1)[C@@H]1CCC2=CC(=CC=C12)CCC1=CC(=CC=C1)Cl |r| Racemic-1-(5-(3-chlorophenyl-ethyl)-2,3-dihydro-1H-inden-1-yl)piperidine-4-carboxylic acid methyl ester